N-[3-[2-(difluoromethoxy)-5-methylsulfanyl-phenyl]-1H-pyrazol-4-yl]imidazo[1,2-b]pyridazine-3-carboxamide FC(OC1=C(C=C(C=C1)SC)C1=NNC=C1NC(=O)C1=CN=C2N1N=CC=C2)F